FN1C(=O)NC=2NC(=O)NC2C1=O Fluorouric acid